(2R,3S)-3-((5-fluoro-2-(2-methoxy-7-methylquinoxalin-5-yl)benzo[d]thiazol-6-yl)oxy)butan-2-yl (2-((R)-2-hydroxypropoxy)pyrimidin-5-yl)carbamate O[C@@H](COC1=NC=C(C=N1)NC(O[C@H](C)[C@H](C)OC1=CC2=C(N=C(S2)C2=C3N=CC(=NC3=CC(=C2)C)OC)C=C1F)=O)C